3-(cyclohex-1-en-1-yl)-1-methyl-N-[7-methyl-[1,2,4]triazolo[1,5-a]pyridin-6-yl]pyrazolo[4,3-d]pyrimidin-5-amine C1(=CCCCC1)C1=NN(C2=C1N=C(N=C2)NC=2C(=CC=1N(C2)N=CN1)C)C